2-(4-{[(3R,5R)-5-fluoro-1-methylpiperidin-3-yl]amino}pyrrolo[1,2-d][1,2,4]triazin-1-yl)-5-(trifluoromethoxy)phenol F[C@@H]1C[C@H](CN(C1)C)NC1=NN=C(C=2N1C=CC2)C2=C(C=C(C=C2)OC(F)(F)F)O